COC=1C=C2CCNCC2=CC1NC1=NC2=CC(=CC=C2C=N1)C=1C=C(C=CC1)CC#N (3-{2-[(6-methoxy-1,2,3,4-tetrahydroisoquinolin-7-yl)amino]quinazolin-7-yl}phenyl)acetonitrile